C1(=CC=CC=C1)/C=C/C(=O)C1=CC=C(OCC(=O)N[C@@H]2[C@@H]([C@@H]3CC[C@H]([C@@H]4CC[C@@]5(OO[C@]43[C@H](O2)O5)C)C)C)C=C1 2-[4-[(E)-3-Phenylprop-2-enoyl]phenoxy]-N-[(1S,4S,5R,8S,9R,10S,12R,13R)-1,5,9-trimethyl-11,14,15,16-tetraoxatetracyclo[10.3.1.04,13.08,13]hexadecan-10-yl]acetamide